N1=CC=NC2=C1C=CN2 pyrazinopyrrole